COC(=O)C1=NC=C(N=C1)C[C@H](C(=O)OC(C)(C)C)[C@@H]1CN(CC1)C(=O)OC(C)(C)C.N1=C(C=CC=C1)SSC1=C(C(=CC=C1)C)C(=O)N (2-pyridyldithio)toluamide Methyl-5-[(2S)-3-tert-butoxy-2-[(3R)-1-tert-butoxycarbonylpyrrolidin-3-yl]-3-oxo-propyl]pyrazine-2-carboxylate